[N+](=O)([O-])C=1C=NN(C1)CC1CCN(CC1)C(=O)OCCCC butyl 4-[(4-nitro-1H-pyrazol-1-yl)methyl]piperidine-1-carboxylate